[Cl-].C(=C)N1C=NC=C1 N-vinyl-imidazole chloride salt